ClC1=C(C(=CC(=C1)C(C(C(F)(F)F)(F)F)(C(F)(F)F)F)C#N)NC(=O)C=1C=CC(=C(C1)NC(C1=C(C=C(C=C1)C#N)C)=O)C#N N-[5-[[[2-chloro-6-cyano-4-[1,2,2,3,3,3-hexafluoro-1-(trifluoromethyl)propyl]phenyl]amino]carbonyl]-2-cyano-phenyl]-4-cyano-2-methyl-benzamide